ClC1=C(C=C(C=C1)OC)S(=O)(=O)NC(=O)C=1N=NN(C1C)C1=CC(=CC(=C1)Cl)Cl N-((2-chloro-5-methoxyphenyl)sulfonyl)-1-(3,5-dichlorophenyl)-5-methyl-1H-1,2,3-triazole-4-carboxamide